5-(2-methyl-5,6-dihydro[1,2,4]triazolo[1,5-a]pyrazin-7(8H)-yl)-2-{3-[(3S)-3-(propan-2-yl)piperazin-1-yl]-1,2,4-triazin-6-yl}phenol CC1=NN2C(CN(CC2)C=2C=CC(=C(C2)O)C2=CN=C(N=N2)N2C[C@@H](NCC2)C(C)C)=N1